N2-(3-((9-(4-(tert-butyl)pyridin-2-yl)-9H-[3,9'-Bicarbazol]-7-yl)oxy)phenyl)benzene-1,2-diamine C(C)(C)(C)C1=CC(=NC=C1)N1C2=CC(=CC=C2C=2C=C(C=CC12)N1C2=CC=CC=C2C=2C=CC=CC12)OC=1C=C(C=CC1)NC=1C(=CC=CC1)N